CN(C(/C=C/CC[C@@H](C(=O)NC=1C(N(C=CC1)CC=1NC2=CC=C(C=C2C1)F)=O)NC(OC)=O)=O)C (S,E)-methyl (7-(dimethylamino)-1-((1-((5-fluoro-1H-indol-2-yl)methyl)-2-oxo-1,2-dihydropyridin-3-yl)amino)-1,7-dioxohept-5-en-2-yl)carbamate